Cl.C(C)(C)(C)OC(=O)N([C@@H](CC(C)C)C(=O)N1[C@H](CN(CC1)CCO)C(=O)O)C (R)-1-(N-(tert-Butoxycarbonyl)-N-methyl-L-leucyl)-4-(2-hydroxyethyl)piperazine-2-carboxylic acid HCl